1-Ethylcyclopropane-1,2,3-tricarboxylic acid ethyl ester C(C)OC(=O)C1(C(C1C(=O)O)C(=O)O)CC